COC1=C(N)C=C(C=C1)C(C)OC1=CC=CC=C1 2-methoxy-5-(1-phenoxyethyl)aniline